2-methyl-3-(isopropylphenyl)propanal CC(C=O)CC1=C(C=CC=C1)C(C)C